1-(7-fluoro-1-methyl-6-(piperidin-4-yl)-1H-indazol-3-yl)dihydropyrimidine-2,4(1H,3H)-dione hydrochloride Cl.FC=1C(=CC=C2C(=NN(C12)C)N1C(NC(CC1)=O)=O)C1CCNCC1